1-(tert-butoxycarbonylamino)cyclobutane-1-carboxylic acid C(C)(C)(C)OC(=O)NC1(CCC1)C(=O)O